tert-butyl 4-(aminomethyl)-4-hydroxypiperidine-1-carboxylate NCC1(CCN(CC1)C(=O)OC(C)(C)C)O